5-(3-hydroxypropyl)benzene OCCCC=1C=CC=CC1